2-(4,4-dimethyl-1-piperidyl)-3-methyl-aniline CC1(CCN(CC1)C1=C(N)C=CC=C1C)C